perhydrodibenzyl-toluene C(C1CCCCC1)C(C1=CC=CC=C1)CC1CCCCC1